7-chloro-8-methyl-3-[1-(2,2,3,3,3-pentafluoropropyl)-1H-pyrazol-4-yl]-2-(trifluoromethyl)-4H-pyrido[1,2-a]pyrimidin-4-one ClC=1C(=CC=2N(C(C(=C(N2)C(F)(F)F)C=2C=NN(C2)CC(C(F)(F)F)(F)F)=O)C1)C